3-((2-((2-(trifluoromethoxy)benzamido)methyl)pyrazolo[1,5-c]quinazolin-5-yl)thio)propanoic acid FC(OC1=C(C(=O)NCC2=NN3C(=NC=4C=CC=CC4C3=C2)SCCC(=O)O)C=CC=C1)(F)F